Cl.CC(CC)(N)C dimethylpropanamine hydrochloride